S1(NCCC1)(=O)=O Isothiazolidine 1,1-dioxide